OC(CC(=O)O)(CC(=O)O)C(=O)O 2-hydroxy-1,2,3-propane-tricarboxylic acid